C1(=CC=CC=C1)N1N=C(N=C1C1=CC=CC=C1)C(F)(F)F 1,5-diphenyl-3-trifluoromethyl-1,2,4-triazole